C(C=C)/C(=C(/C(=O)O)\CC=C)/C(=O)O.CC1(CC(C1=O)(C)C)C tetramethyl-cyclobutanone Bisallyl-Maleate